FC([C@@](C(=O)O)(C)O)(F)F (S)-3,3,3-Trifluoro-2-hydroxy-2-methylpropionic acid